tert-butyl (S)-(3-(1-(5-chloro-4-fluoro-2-(methylthio)-8,9-dihydro-10H-7-oxa-1,3,6,10-tetraazacyclohepta[de]naphthalen-10-yl)ethyl)pyridin-2-yl)carbamate ClC1=C(C=2N=C(N=C3C2C(=N1)OCCN3[C@@H](C)C=3C(=NC=CC3)NC(OC(C)(C)C)=O)SC)F